N,N-diethyl-3,5-dimethyl-pyrrolidin-3-amine C(C)N(C1(CNC(C1)C)C)CC